3-[[2-(2,6-dioxopiperidin-3-yl)-1-oxo-3H-isoindol-5-yl]methyl]urea O=C1NC(CCC1N1C(C2=CC=C(C=C2C1)CNC(N)=O)=O)=O